C(C=C)C=1C(=CC(N(C1)C(C(=O)OCC)CC1CC1)=O)C(F)(F)F Ethyl 2-(5-allyl-2-oxo-4-(trifluoromethyl) pyridin-1(2H)-yl)-3-cyclopropylpropionate